tert-butyl (S)-((3-(5-chloro-2-(4,4-difluoroazepan-1-yl)-4-methyl-6-(trifluoromethyl)nicotinamido)phenyl)(methyl)(oxo)-λ6-sulfaneylidene)carbamate ClC=1C(=NC(=C(C(=O)NC=2C=C(C=CC2)[S@@](=O)(C)=NC(OC(C)(C)C)=O)C1C)N1CCC(CCC1)(F)F)C(F)(F)F